Isochromen-4-Yl-Gold(I) C1OC=C(C2=CC=CC=C12)[Au]